N-[3-(N,N-dioctylamino)-4-methoxyphenyl]propanamide 2,2,3,3,4,4,5,5,6,6,7,7,8,8,8-pentadecafluorooctyl-methacrylate FC(COC(C(=C)C)=O)(C(C(C(C(C(C(F)(F)F)(F)F)(F)F)(F)F)(F)F)(F)F)F.C(CCCCCCC)N(CCCCCCCC)C=1C=C(C=CC1OC)NC(CC)=O